FC(C)(F)C12CC(C1)(C2)N2N=C1N(C2=O)[C@@H](CC1)C1=CC=CC=C1 (5S)-2-[3-(1,1-difluoroethyl)bicyclo[1.1.1]pentan-1-yl]-5-phenyl-2,5,6,7-tetrahydro-3H-pyrrolo[2,1-c][1,2,4]triazol-3-one